(4-hydroxy-3-methylphenyl)(1H-pyrrolo[2,3-b]pyridin-1-yl)methanone OC1=C(C=C(C=C1)C(=O)N1C=CC=2C1=NC=CC2)C